N1-hexadecyl-1,3-propanediamine CCCCCCCCCCCCCCCCNCCCN